N-methyl-8-((4-methyl-2-(trifluoromethyl)pyrimidin-5-yl)sulfonyl)-N-(2-oxaspiro[3.3]heptan-6-yl)-1-oxa-8-azaspiro[4.5]decan-3-amine CN(C1COC2(C1)CCN(CC2)S(=O)(=O)C=2C(=NC(=NC2)C(F)(F)F)C)C2CC1(COC1)C2